4-[6-(4-amino-4-benzyl-1-piperidyl)-3-pyridyl]-6-ethoxy-pyrazolo[1,5-a]pyridine-3-carbonitrile NC1(CCN(CC1)C1=CC=C(C=N1)C=1C=2N(C=C(C1)OCC)N=CC2C#N)CC2=CC=CC=C2